[Bi].[Sb].[Nb] niobium antimony-bismuth